(R)-5-(2-((1-acetyl-3,3-difluoropiperidin-4-yl)amino)-2-oxoacetyl)-N-(4-fluoro-3-methylphenyl)-1,2,4-trimethyl-1H-pyrrole-3-carboxamide C(C)(=O)N1CC([C@@H](CC1)NC(C(=O)C1=C(C(=C(N1C)C)C(=O)NC1=CC(=C(C=C1)F)C)C)=O)(F)F